FC=1C=C2C(N(C=3N(C2=CC1)C(NN3)=S)CCC3N(CCC3)C)=O 7-fluoro-4-(2-(1-methylpyrrolidin-2-yl)ethyl)-1-thioxo-2,4-dihydro-[1,2,4]triazolo[4,3-a]quinazolin-5(1H)-one